C1(CC1)COC[C@H]1N(CC(C1)C1=CC=C(C=C1)C(F)(F)F)C1=NC=C(C=N1)C(=O)O 2-((2S)-2-((cyclopropylmethoxy)methyl)-4-(4-(trifluoromethyl)phenyl)pyrrolidin-1-yl)pyrimidine-5-carboxylic acid